C1(=CC=CC=C1)S(=O)(=O)C1=C(C=CC(=C1)S(=O)(=O)C1=CC=CC=C1)O 2,4-diphenylsulfonyl-phenol